(R)-5-bromo-2-(2-(methoxymethyl)-4-(pyridin-2-yl)piperazin-1-yl)pyrimidine BrC=1C=NC(=NC1)N1[C@H](CN(CC1)C1=NC=CC=C1)COC